N[C@@H]1C2=CC=CC=C2CC12CCN(CC2)C=2N=CC(=NC2CO)SC2=C(C=1N(C=C2)C=C(N1)C1=CC=C(C(=O)NCCOC)C=C1)Cl (S)-4-(7-((5-(1-amino-1,3-dihydrospiro[indene-2,4'-piperidine]-1'-yl)-6-(hydroxymethyl)pyrazin-2-yl)thio)-8-chloroimidazo[1,2-a]pyridin-2-yl)-N-(2-methoxyethyl)benzamide